(S)-N-(1-(3-(difluoromethyl)-5-(2,2,2-trifluoroethoxy)phenyl)cyclopropyl)-3-(4-fluorophenyl)-3-hydroxybutanamide FC(C=1C=C(C=C(C1)OCC(F)(F)F)C1(CC1)NC(C[C@](C)(O)C1=CC=C(C=C1)F)=O)F